(M)-N-[2-[6-Chloro-4-[(2S,5R)-2,5-dimethyl-4-prop-2-enoyl-piperazin-1-yl]-1-(2-isopropyl-4-methyl-3-pyridyl)-2-oxo-pyrido[2,3-d]pyrimidin-7-yl]phenyl]cyclopropane-carboxamide ClC1=CC2=C(N(C(N=C2N2[C@H](CN([C@@H](C2)C)C(C=C)=O)C)=O)C=2C(=NC=CC2C)C(C)C)N=C1C1=C(C=CC=C1)NC(=O)C1CC1